[2-acetamido-2-(acetyloxy methyl)-4-phenylbutyl] acetate C(C)(=O)OCC(CCC1=CC=CC=C1)(COC(C)=O)NC(C)=O